(1,3-dimethylazetidin-3-yl){4-[5-(trifluoromethyl)pyridin-3-yl]piperidin-1-yl}methanone 2-Isocyanatoethyl-2,6-diisocyanatohexanoate N(=C=O)CCOC(C(CCCCN=C=O)N=C=O)=O.CN1CC(C1)(C)C(=O)N1CCC(CC1)C=1C=NC=C(C1)C(F)(F)F